7-Chloro-6-fluoro-1-(2-isopropyl-4-methyl-pyridin-3-yl)pyrido[2,3-d]pyrimidine-2,4(1H,3H)-dione ClC=1C(=CC2=C(N(C(NC2=O)=O)C=2C(=NC=CC2C)C(C)C)N1)F